(S)-N-((S)-1-(5-([2,3'-bipyridin]-5-yl)-1H-imidazol-2-yl)-7-oxononyl)-6-methyl-6-azaspiro[2.5]octane-1-carboxamide N1=C(C=CC(=C1)C1=CN=C(N1)[C@H](CCCCCC(CC)=O)NC(=O)[C@H]1CC12CCN(CC2)C)C=2C=NC=CC2